C(#N)\C(=C/O)\C(OC)OC (E)-2-cyano-3,3-dimethoxy-prop-1-en-1-ol